NC=1N=NC(=CC1OCCC1=CC=C(CNC(CCN2CC3(C2)CNC3)=O)C=C1)C1=C(C=CC=C1)O N-(4-(2-((3-amino-6-(2-hydroxyphenyl)pyridazin-4-yl)oxy)ethyl)benzyl)-3-(2,6-diazaspiro[3.3]heptan-2-yl)propanamide